N-benzyl-N,N-dimethyl-N-ethylammonium trimethyl-acetate CC(C(=O)[O-])(C)C.C(C1=CC=CC=C1)[N+](CC)(C)C